N1C=C(C2=CC=CC=C12)C(CN1N=NC(=C1)CN(C)CC1=CC=CC=C1)(C)C 1-(1-(2-(1H-indol-3-yl)-2-methylpropyl)-1H-1,2,3-triazol-4-yl)-N-benzyl-N-methyl-methylamine